C(CCCCCCCCCCC)(=O)NCCC[N+](C)(C)C lauramidopropyl-trimethyl-ammonium